FC=1C(=CC2=C(N=C(S2)C2=NN=C3N2CCN[C@@H]3C)C1)F (R)-5,6-difluoro-2-(8-methyl-5,6,7,8-tetrahydro-[1,2,4]triazolo[4,3-a]pyrazin-3-yl)benzo[d]thiazole